C(C)(C)C1=C(C=CC=C1)C=1N=C(C2=C(N1)C=CO2)NCC2=CC=C(C=C2)N2N=C(C=C2C)C(F)(F)F 2-(2-Isopropylphenyl)-N-(4-(5-methyl-3-(trifluoromethyl)-1H-pyrazol-1-yl)benzyl)furo[3,2-d]pyrimidin-4-amine